C(C=CCCCCCCCCCCCCCCC)O 12E-2-octadecenyl alcohol